OC(C(=O)OCC(CC)C)(C)C 2-methylbutyl α-hydroxyisobutyrate